4-(8-amino-3-((2S,3AR,6AS)-1-(but-2-ynoyl)hexahydro-1H-furo[3,4-b]pyrrol-2-yl)imidazo[1,5-a]pyrazin-1-yl)-N-(pyridin-2-yl)benzamide NC=1C=2N(C=CN1)C(=NC2C2=CC=C(C(=O)NC1=NC=CC=C1)C=C2)[C@@H]2C[C@@H]1[C@H](N2C(C#CC)=O)COC1